N1=C(C=CC(=C1)C1=CC=2C3=CC=CC=C3C3=CC(=CC=C3C2C=C1)C=1C=CC(=NC1)C1=NC=CC=C1)C1=NC=CC=C1 2,7-di(2,2'-bipyridin-5-yl)triphenylene